2-Cyclopropyl-octadecan-2-ol C1(CC1)C(C)(CCCCCCCCCCCCCCCC)O